BrCC(=O)C1=CC=C2C=NN(C2=C1)CC(F)F 2-bromo-1-(1-(2,2-difluoroethyl)-1H-indazol-6-yl)ethan-1-one